O1CCC(CC1)CN1CC2(CN(C2)C(=O)OC(C)(C)C)C1 tert-butyl 6-((tetrahydro-2H-pyran-4-yl)methyl)-2,6-diazaspiro[3.3]heptane-2-carboxylate